[I-].[In+3].[I-].[I-] indium (Iii) iodide